cis-4-fluoro-5-((5-(3-(pyridin-3-yloxy)cyclopentyl)-1H-pyrazol-3-yl)amino)-2,3-dihydrobenzo[d]isothiazole 1,1-dioxide FC1=C(C=CC2=C1CNS2(=O)=O)NC2=NNC(=C2)[C@@H]2C[C@@H](CC2)OC=2C=NC=CC2